6-chloro-5-(4-phenylthiophen-2-yl)-1H-indole-3-carboxylic acid ClC1=C(C=C2C(=CNC2=C1)C(=O)O)C=1SC=C(C1)C1=CC=CC=C1